1-benzyl-N-(2,6-diisopropylphenyl)-1H-pyrrolo[2,3-b]Pyridin-6-amine C(C1=CC=CC=C1)N1C=CC=2C1=NC(=CC2)NC2=C(C=CC=C2C(C)C)C(C)C